N[C@H](C(=O)N1[C@@H](CCC1)C(=O)N1[C@@](CCC1)(C(=O)N[C@H](C(=O)N)[C@@H](C)O)CC1=CC=CC=C1)[C@@H](C)O (2R)-1-[(2S)-1-[(2S,3R)-2-Amino-3-hydroxybutanoyl]pyrrolidine-2-carbonyl]-N-[(2S,3R)-1-amino-3-hydroxy-1-oxobutan-2-yl]-2-benzylpyrrolidine-2-carboxamide